3-AMINOPYRROLIDINE methyl-2-methylbenzo[d]thiazole-5-carboxylate COC(=O)C=1C=CC2=C(N=C(S2)C)C1.NC1CNCC1